NC1=NC=2C=NC(=CC2C2=C1COC2)C(=O)N(CC=2N=NC(=CC2)OCC)C21CC(C2)C1 4-amino-N-(bicyclo[1.1.1]pentan-1-yl)-N-((6-ethoxy-3-pyridazinyl)methyl)-1,3-dihydrofuro[3,4-c][1,7]naphthyridine-8-carboxamide